C(C)(=O)O.C(C)(=O)O.OC1=CC=C(C=C1)C(C)(C)C1=CC=C(C=C1)O Bisphenol A diacetate